[Na].ClC=1C=C(C(=O)NC2=CC(=C(C=C2)F)C(=O)C=2C=C3N=C(C=NC3=CC2)N2CCOCC2)C=CC1F 3-chloro-4-fluoro-N-(4-fluoro-3-(3-morpholinoquinoxaline-6-carbonyl)phenyl)benzamide sodium